C(C)[C@@]1(C[C@@H]2[C@@]([C@H]3CC[C@@]4([C@@H](CCC[C@H]4[C@@H]3CC2)C(CN2N=CC(=C2)C#N)=O)C)(CCC1)C)O 1-(2-((1R,4aS,4bR,6aR,8R,11aS,11bS,13aS)-8-ethyl-8-hydroxy-11a,13a-dimethyloctadecahydro-1H-cyclohepta[a]phenanthren-1-yl)-2-oxoethyl)-1H-pyrazole-4-carbonitrile